CC1=C(NCCC)C=C(C=C1)C=1C=NC(=CC1)CCN1CCN(CC1)C 2-Methyl-5-(6-(2-(4-methylpiperazin-1-yl)ethyl)pyridin-3-yl)-N-propylaniline